2-(5-bromopyridin-2-yl)-2,8-diazaspiro[4.5]decane BrC=1C=CC(=NC1)N1CC2(CC1)CCNCC2